O=C([C@H](O)[C@@H](O)[C@H](O)C(=O)[O-])[O-] xylarate